N,N-dibutylaminopropyl-triethoxysilane tert-butyl-(endo)-5-(7-bromo-4-chloro-8-(2-cyanoethyl)-2-ethyl-6-fluoro-1H-imidazo[4,5-c]quinolin-1-yl)-2-azabicyclo[2.1.1]hexane-2-carboxylate C(C)(C)(C)OC(=O)N1C2C(C(C1)C2)N2C(=NC=1C(=NC=3C(=C(C(=CC3C12)CCC#N)Br)F)Cl)CC.C(CCC)N(CCCC)CCC[Si](OCC)(OCC)OCC